N[C@H]1C2N(CC1CC2)C(=O)C2=CC1=C(N(C(=N1)C=1N(C3=CC(=CC=C3C1)N(C)C)CC1CC1)C)C(=C2)OC 2-{5-[(7R)-7-amino-2-azabicyclo[2.2.1]heptane-2-carbonyl]-7-methoxy-1-methyl-1H-1,3-benzodiazol-2-yl}-1-(cyclopropylmethyl)-N,N-dimethyl-1H-indol-6-amine